C(C1=CC=CC=C1)OCCCCN(C(C)(C#C)C)C N-(4-benzyloxybutyl)-N,2-dimethyl-but-3-yn-2-amine